C1(=CC=CC=C1)C1=C(C(=NN=N1)C1=C(C=CC=C1)C1=C(C=CC=2OC3=C(C21)C=CC=C3)C3=C(C=CC=C3)C3=CC=CC=C3)C3=C(C(=CC=2C1=CC=CC=C1CC32)C)C [phenyl(dimethylfluorenyl)triazinyl][(biphenylyl)dibenzofuranyl]benzene